COC(C1=CC(=C(C=C1)C#CCOC(C)(C)C)C(F)(F)F)=O 4-(3-(tert-Butoxy)prop-1-yn-1-yl)-3-(trifluoromethyl)benzoic acid methyl ester